ClC1=C(C=CC2=C1C(=N[C@H](C=1N2C(=NN1)C)C)C1=C(C=CC=C1F)F)C(C)(F)F (4S)-7-chloro-8-(1,1-difluoroethyl)-6-(2,6-difluorophenyl)-1,4-dimethyl-4H-[1,2,4]Triazolo[4,3-a][1,4]Benzodiazepine